CN1C=C(C=CC1=O)N1C(C2(CC1)CCNCC2)=O 2-(1-methyl-6-oxo-1,6-dihydropyridin-3-yl)-2,8-diazaspiro[4.5]decan-1-one